methyl 4-((6-(4-methyl-5-oxo-1,4-diazepan-1-yl)-3-nitropyridin-2-yl)amino)benzoate CN1CCN(CCC1=O)C1=CC=C(C(=N1)NC1=CC=C(C(=O)OC)C=C1)[N+](=O)[O-]